FC1(CCN(CC1)C1=NC(=CC(=N1)C=1C=NN(C1)C1=C(C=C(C=C1)NS(=O)(=O)CCO)N1CCC2(CC2)CC1)C)F N-(4-(4-(2-(4,4-difluoropiperidin-1-yl)-6-methylpyrimidin-4-yl)-1H-pyrazol-1-yl)-3-(6-azaspiro[2.5]oct-6-yl)phenyl)-2-hydroxyethane-1-sulfonamide